N,8,8-trimethyl-13-octyl-10-pentadecyl-N-(prop-2-yn-1-yl)-7,9,11-trioxa-14,15-dithia-8-silapentacosan-1-amine CN(CCCCCCO[Si](OC(OCC(SSCCCCCCCCCC)CCCCCCCC)CCCCCCCCCCCCCCC)(C)C)CC#C